N,N'-diphenyl-N,N'-bis(3-methylphenyl)-1,1'-biphenyl-4,4'-bisamine C1(=CC=CC=C1)N(C1=CC=C(C=C1)C1=CC=C(C=C1)N(C1=CC(=CC=C1)C)C1=CC=CC=C1)C1=CC(=CC=C1)C